C1(CCCCC1)C1=CC=C(C=C1)C=1NC=2N(C(C1)=O)N=C(C2C(=O)O)C(CO[Si](C(C)C)(C(C)C)C(C)C)C 5-(4-Cyclohexylphenyl)-7-oxo-2-(1-((triisopropylsilyl)oxy)propan-2-yl)-4,7-dihydropyrazolo[1,5-a]pyrimidine-3-carboxylic acid